ClC=1C(=C(C=CC1)NC=1C(=NN2C1C(NCC2)=O)C2=C1C(=NC=C2)C=CN1)OC 3-[(3-chloro-2-methoxyphenyl)amino]-2-{1H-pyrrolo[3,2-b]pyridin-7-yl}-5H,6H,7H-pyrazolo[1,5-a]pyrazin-4-one